tert-butyl 4-(4-(2,6-dioxopiperidin-3-yl) pyridin-2-yl)-1,4-diazacycloheptane-1-carboxylate O=C1NC(CCC1C1=CC(=NC=C1)N1CCN(CCC1)C(=O)OC(C)(C)C)=O